C(C=C)N1C(C2=NC(=CC=C2C1=O)NC1=NC=C(C(=C1)N[C@H](CO)C1=CC=CC=C1)C1=NC(=NO1)N1CCOCC1)(C)C (S)-6-allyl-2-((4-((2-hydroxy-1-phenylethyl)amino)-5-(3-morpholino-1,2,4-oxadiazol-5-yl)pyridin-2-yl)amino)-7,7-dimethyl-6,7-dihydro-5H-pyrrolo[3,4-b]pyridin-5-one